[2-(3,4,5-trifluorophenyl)ethyl]carbamate FC=1C=C(C=C(C1F)F)CCNC([O-])=O